(2S,4S)-N-((R or S)-4-(2-amino-2-oxoacetyl)oxepan-4-yl)-1-((R)-2-amino-3-cyclohexylpropanoyl)-4-(5-(2-hydroxypropan-2-yl)-1H-1,2,3-triazol-1-yl)pyrrolidine-2-carboxamide hydrochloride Cl.NC(C(=O)[C@@]1(CCOCCC1)NC(=O)[C@H]1N(C[C@H](C1)N1N=NC=C1C(C)(C)O)C([C@@H](CC1CCCCC1)N)=O)=O |o1:5|